C(C)(C)(C)OC(=O)N(C1=NN(C2=NC=C(C=C21)C(=O)OC)C(=O)OC(C)(C)C)C 1-tert-butyl 5-methyl 3-{[(tert-butoxy) carbonyl] (methyl) amino}-1H-pyrazolo[3,4-b]pyridine-1,5-dicarboxylate